1-[(1-methylpiperidin-3-yl)methoxy]-7-(prop-2-yloxy)isoquinoline-6-carboxamide CN1CC(CCC1)COC1=NC=CC2=CC(=C(C=C12)OC(C)C)C(=O)N